O=C1NC(CCC1N1C(C2=CC=CC(=C2C1=O)NCCC[C@@H]1CN(CCO1)C(=O)OC(C)(C)C)=O)=O tert-butyl (2R)-2-[3-[[2-(2,6-dioxo-3-piperidyl)-1,3-dioxo-isoindolin-4-yl]amino]propyl]morpholine-4-carboxylate